NC1=NC=C(C2=C1C=NN2)NC(=O)C(=O)N(C(C)C2=CC=CC=C2)CC(C)C N-(4-amino-1H-pyrazolo[4,3-c]pyridin-7-yl)-N'-isobutyl-N'-(1-phenylethyl)oxamide